4-bromo-N-(4-chlorobenzo[d]isoxazol-3-yl)-2-(trifluoromethoxy)benzenesulfonamide BrC1=CC(=C(C=C1)S(=O)(=O)NC1=NOC2=C1C(=CC=C2)Cl)OC(F)(F)F